1-(9Z-hexadecenoyl)-2-(9Z-pentadecenoyl)-glycero-3-phosphoserine CCCCCC/C=C\CCCCCCCC(=O)OC[C@H](COP(=O)(O)OC[C@@H](C(=O)O)N)OC(=O)CCCCCCC/C=C\CCCCC